Cl.CN(CCC)C N,N-dimethylpropan-1-amine hydrochloride